1-((12aR)-10-Chloro-8-fluoro-9-(5-methyl-1H-benzo[d]imidazol-4-yl)-3,4,12,12a-tetrahydro-6H-benzo[f]pyrazino[2,1-c][1,4]oxazepin-2(1H)-yl)prop-2-en-1-one ClC1=C(C(=CC=2CN3[C@@H](COC21)CN(CC3)C(C=C)=O)F)C3=C(C=CC=2NC=NC23)C